4-[1-(4,5-dichloro-2-methoxyphenyl)-2-(methylsulfonyloxy)ethyl]Piperidin-1-carboxylic acid propan-2-yl ester CC(C)OC(=O)N1CCC(CC1)C(COS(=O)(=O)C)C1=C(C=C(C(=C1)Cl)Cl)OC